C(C)(=O)N1CCC(CC1)C1=CC2=C(N=C(N=C2N[C@H](C)C2=C(C(=CC=C2)C(F)F)F)C)C(N1C)=O (R)-6-(1-acetylpiperidin-4-yl)-4-((1-(3-(difluoromethyl)-2-fluorophenyl)ethyl)amino)-2,7-dimethylpyrido[3,4-d]pyrimidin-8(7H)-one